CC1=NOC(=C1C1=CC(=C2C=3N([C@H](COC31)C3=NC=CC=C3)C(N2)=O)/C=C/C(=O)OCC)C ethyl (2E)-3-[(4S)-7-(3,5-dimethylisoxazol-4-yl)-2-oxo-4-pyridin-2-yl-1,2,4,5-tetrahydroimidazo[1,5,4-de][1,4]benzoxazin-9-yl]acrylate